ClC=1C=C(C=C(C1OCCCl)C#N)C=1C=2C=CC(=CC2CCC1)OCC1=NC(=NC=C1)NS(=O)(=O)C N-(4-(((5-(3-chloro-4-(2-chloroethoxy)-5-cyanophenyl)-7,8-dihydronaphthalen-2-yl)oxy)methyl)pyrimidin-2-yl)methanesulfonamide